C(C)C=1N=C2SC(=NN2C1N(C=1SC(=C(N1)C1=CC=C(C=C1)F)C#N)C)N1CC2(C1)CN(CC2)CC(=O)N2CC(C2)C#N 2-{[6-ethyl-2-(6-(2-(3-cyanoazetidin-1-yl)-2-oxoethyl)-2,6-diazaspiro[3.4]octane-2-yl)imidazo[2,1-b][1,3,4]thiadiazol-5-yl](methyl)amino}-4-(4-fluorophenyl)thiazole-5-carbonitrile